[Co]Cl cobalt(I) chloride